tert-Butyl (2S,5R)-5-(4-(4,6-dichloro-7H-pyrrolo[2,3-d]pyrimidin-7-yl)phenyl)-2-methylmorpholine-4-carboxylate ClC=1C2=C(N=CN1)N(C(=C2)Cl)C2=CC=C(C=C2)[C@@H]2CO[C@H](CN2C(=O)OC(C)(C)C)C